6-(2-methylbenzyl)-5-oxo-1,4,5,6-tetrahydropyrido[3,4-C][1,8]naphthyridine-3(2H)-carboxylic acid tert-butyl ester C(C)(C)(C)OC(=O)N1CC=2C(N(C=3N=CC=CC3C2CC1)CC1=C(C=CC=C1)C)=O